O1C2=C(OCC1C(=O)O)C=CC=C2 2,3-Dihydrobenzo[b][1,4]dioxin-2-carboxylic acid